1-methyl-5-(piperidin-4-yl)-1H-indole CN1C=CC2=CC(=CC=C12)C1CCNCC1